8-amino-1-azaspiro[4.5]decan-2-one NC1CCC2(CCC(N2)=O)CC1